4-methoxy-7H-pyrrolo[2,3-d]pyrimidine COC=1C2=C(N=CN1)NC=C2